OC=1C=CC2=C(C[C@H]3CCCN([C@@H]3C2)CCC)C1OC(=O)NCC(=O)O ((((4aR,10aR)-7-hydroxy-1-propyl-1,2,3,4,4a,5,10,10a-octahydrobenzo[g]-quinolin-6-yl)oxy)carbonyl)glycine